FC(C(C(F)(F)F)(C(F)(F)F)O[Sn](CC(=C)C)(OC(C(F)(F)F)(C(F)(F)F)C(F)(F)F)OC(C(F)(F)F)(C(F)(F)F)C(F)(F)F)(F)F tris((1,1,1,3,3,3-hexafluoro-2-(trifluoromethyl)propan-2-yl)oxy)(2-methylallyl)stannane